(1,4-diazabicyclo[3.2.2]nonan-4-yl)(3-(4-fluorophenyl)-4,5,6,7-tetrahydro-1H-4,7-methanoindazol-1-yl)methanone N12CCN(C(CC1)CC2)C(=O)N2N=C(C=1C3CCC(C21)C3)C3=CC=C(C=C3)F